(R)-α-methyl-histamine C[C@@H](N)CC1=CNC=N1